Methyl 4-[4-(dibutoxymethyl)piperidin-1-yl]-2-fluoro-6-methylbenzoate C(CCC)OC(C1CCN(CC1)C1=CC(=C(C(=O)OC)C(=C1)C)F)OCCCC